NC=1C=2N(C3=CC(=C(C=C3N1)F)C(=O)N([C@@H]1COC3=C1C=CC(=C3)C(F)(F)F)CC)C=NC2 (S)-4-amino-N-ethyl-7-fluoro-N-(6-(trifluoromethyl)-2,3-dihydrobenzofuran-3-yl)imidazo[1,5-a]quinoxaline-8-carboxamide